aminooxybiotin NOC(C(O)=O)CCC[C@@H]1SC[C@@H]2NC(=O)N[C@H]12